FC(C(=O)O)(F)F.CC1(N(CC1)CC1=C(CNC=2C=CC(=NC2C)S(=O)(=O)NC=2N=CSC2)C(=CC=C1)F)C 5-((2-((2,2-dimethylazetidin-1-yl)methyl)-6-fluorobenzyl)amino)-6-methyl-N-(thiazol-4-yl)pyridine-2-sulfonamide trifluoroacetic acid salt